HYDROXYPURINE OC1=NC=C2NC=NC2=N1